ClC1=CC=C(C=C1)C=1C(=NC2=CC(=CC(=C2N1)[C@@H](C)NC1=C(C(=O)O)C=CC=C1)C)C#N (R)-2-((1-(3-(4-chlorophenyl)-2-cyano-7-methylquinoxalin-5-yl)-ethyl)amino)benzoic acid